C(C)C(CCC(C)N)(N)CC diethyl-pentane-1,4-diamine